CC1=C(C(OC1)=O)N1CCCC1 4-methyl-3-(1-pyrrolidinyl)-2[5H]-furanone